1-bromo-2,3,5,6-tetrafluoro-4-(trifluoromethyl)benzeneethane-disulfonic acid BrC1(C(C(=C(C(=C1F)F)C(F)(F)F)F)F)CC(S(=O)(=O)O)S(=O)(=O)O